Cl.C(CCC)N1C(CCCC1)C(=O)NC1=C(C=CC=C1C)C 1-butyl-N-(2,6-xylyl)-2-piperidineformamide hydrochloride